CC(CN=C=O)S 2-methyl-2-mercaptoethyl isocyanate